C1=CC=C(C=2OC3=C(C21)C=CC=C3)C3=CC=C(C=C3)NC=3C(=CC=CC3)C3=CC=CC=C3 N-(4-(dibenzofuran-4-yl)phenyl)-[1,1'-biphenyl]-2-amine